N(=[N+]=[N-])CC1CN(C2=CC=CN=C2C1)C1=CC=C(C=C1)C(F)(F)F 3-(azidomethyl)-1-(4-(trifluoromethyl)phenyl)-1,2,3,4-tetrahydro-1,5-naphthyridine